4-(acetyl-D-prolyl)-3-(sec-butyl)-1,3,4,5-tetrahydro-2H-benzo[1,4]diazepin-2-one C(C)(=O)N1[C@H](CCC1)C(=O)N1C(C(NC2=C(C1)C=CC=C2)=O)C(C)CC